FC1=C(C(=C(C(=C1F)OC)F)F)S(=O)(=O)Cl 2,3,5,6-tetrafluoro-4-methoxybenzenesulfonyl chloride